sodium 4-acetamidobenzenesulfinate C(C)(=O)NC1=CC=C(C=C1)S(=O)[O-].[Na+]